3-(tetrahydro-2H-pyran-4-ylmethyl)-1H-pyrazol-5-amine O1CCC(CC1)CC1=NNC(=C1)N